5-chloro-1-[(2R,5S)-5-[(triphenylmethoxy)methyl]-2,5-dihydrofuran-2-yl]-3H-pyrimidine-2,4-dione ClC=1C(NC(N(C1)[C@@H]1O[C@@H](C=C1)COC(C1=CC=CC=C1)(C1=CC=CC=C1)C1=CC=CC=C1)=O)=O